7-Fluoro-9-methoxy-1,4,4-trimethyl-8-[6-(trifluoromethyl)-1H-indol-4-yl]-5H-[1,2,4]triazolo[4,3-a]quinoxaline FC=1C=C2NC(C=3N(C2=C(C1C1=C2C=CNC2=CC(=C1)C(F)(F)F)OC)C(=NN3)C)(C)C